N-(1-(3-(3-hydroxyphenyl)prop-2-yn-1-yl)-3-methyl-2,4-dioxo-1,2,3,4-tetrahydropyrimidin-5-yl)ethenesulfonamide OC=1C=C(C=CC1)C#CCN1C(N(C(C(=C1)NS(=O)(=O)C=C)=O)C)=O